CN1N=C(C=C1S(=O)(=O)N1CCC2(CCC(C2)=O)CC1)C 8-((1,3-dimethyl-1H-pyrazol-5-yl)sulfonyl)-8-azaspiro[4.5]decan-2-one